N-((1s,4s)-4-(6-Amino-3-(methyl-d3)-2-oxo-2,3-dihydro-1H-imidazo[4,5-c]pyridin-1-yl)-1-methylcyclohexyl)cyclopropanecarboxamide NC1=CC2=C(C=N1)N(C(N2C2CCC(CC2)(C)NC(=O)C2CC2)=O)C([2H])([2H])[2H]